CC(C)(C)C1=NN(C=C1)COCC[Si](C)(C)C 2-methyl-2-(1-((2-(trimethylsilyl)ethoxy)methyl)-1H-pyrazol-3-yl)propane